N-(4-(4-((4-(2,4-dioxotetrahydropyrimidin-1(2H)-yl)-2-fluorobenzyl)(methyl)amino)piperidin-1-yl)-3-(trifluoromethyl)phenyl)-3-(imidazo[1,2-b]pyridazin-3-ylethynyl)-4-methylbenzamide O=C1N(CCC(N1)=O)C1=CC(=C(CN(C2CCN(CC2)C2=C(C=C(C=C2)NC(C2=CC(=C(C=C2)C)C#CC2=CN=C3N2N=CC=C3)=O)C(F)(F)F)C)C=C1)F